F[C@@H]1CN(CC[C@@H]1OC)C=1N=C(C2=C(N1)N(C=C2)C)N 2-((3R,4S)-3-fluoro-4-methoxypiperidine-1-yl)-7-methyl-7H-pyrrolo[2,3-d]pyrimidin-4-amine